5-Bromo-N-(1-(2-ethoxyethyl)-3-(pyridin-2-yl)-1H-pyrazol-4-yl)furan-2-carboxamide BrC1=CC=C(O1)C(=O)NC=1C(=NN(C1)CCOCC)C1=NC=CC=C1